C1=CC=C2C(=C1)C(=CN2)CCC(=O)O The molecule is an indol-3-yl carboxylic acid that is propionic acid substituted by a 1H-indol-3-yl group at position 3. It has a role as an auxin, a human metabolite and a plant metabolite. It derives from a propionic acid. It is a conjugate acid of a 3-(1H-indol-3-yl)propanoate.